COC=1N=C2C(=C3C(=NC2=CC1OCCCN1CCCC1)CCCCC3)NC3CCN(CC3)C=3C=NC=CC3 N-{2-methoxy-3-[3-(pyrrolidin-1-yl)propoxy]-6H,7H,8H,9H,10H-cyclohepta[b]1,5-naphthyridin-11-yl}-1-(pyridin-3-yl)piperidin-4-amine